5-Hydroxy-heptadecanoic acid OC(CCCC(=O)O)CCCCCCCCCCCC